ClCC=1N=C2N(C=C(C=C2CCC(=O)OCC)C2CC2)C1 ethyl 3-(2-(chloromethyl)-6-cyclopropylimidazo[1,2-a]pyridin-8-yl)propanoate